C(C)(C)(C)OC(=O)N([C@H](C[C@@H](OC(C(C)C)=O)C=1SC=C(N1)C(=O)N[C@H](C[C@@H](C(=O)OCC=C)C)CC1=CC=CC=C1)C(C)C)C (2S,4R)-allyl 4-(2-((1R,3R)-3-((tert-butoxycarbonyl) (methyl) amino)-1-(isobutyryloxy)-4-methylpentyl) thiazole-4-carboxamido)-2-methyl-5-phenylpentanoate